N1=CC(=CC=C1)NC(NC1=CC=C(OC2CN(C2)C=2C(=C(C(=O)O)C=CC2)N2C=CC=C2)C=C1)=O 3-(3-(4-(3-(pyridin-3-yl)ureido)phenoxy)azetidin-1-yl)-2-(1H-pyrrol-1-yl)benzoic acid